Cyclohexylmethyl (2-((S)-1-(2,3-difluorobenzyl)-5-oxopyrrolidin-2-yl)acetyl)-L-valinate FC1=C(CN2[C@@H](CCC2=O)CC(=O)N[C@@H](C(C)C)C(=O)OCC2CCCCC2)C=CC=C1F